C1(CC1)NC(C1=C(C=CC=C1)SC1=CC=C2C(=NN(C2=C1)C1OCCCC1)C#CC1=NC=C(C=C1)OCCN1CCCC1)=O N-cyclopropyl-2-[3-[2-[5-(2-pyrrolidin-1-ylethoxy)-2-pyridinyl]ethynyl]-1-tetrahydropyran-2-ylindazol-6-yl]sulfanylbenzamide